5-(3-trifluoromethylphenyl)-5-hydroxy-1,3-diphenyl-2,4-imidazolidinedione FC(C=1C=C(C=CC1)C1(C(N(C(N1C1=CC=CC=C1)=O)C1=CC=CC=C1)=O)O)(F)F